7-((5-Aminopyridin-2-yl)amino)-5-((4-cyclopropyl-3-((methylsulfonyl)methyl)phenyl)amino)pyrazolo[1,5-a]pyrimidin-3-carbonitril NC=1C=CC(=NC1)NC1=CC(=NC=2N1N=CC2C#N)NC2=CC(=C(C=C2)C2CC2)CS(=O)(=O)C